((4-OXO-3,4-DIHYDROQUINAZOLIN-8-YL)METHYL)AMINE O=C1NC=NC2=C(C=CC=C12)CN